CN1C(OC2=C1C=CC=C2CC(=O)OC)=O Methyl 2-(3-methyl-2-oxo-2,3-dihydrobenzo[d]oxazol-7-yl)acetate